C(C=C)OC(=O)C1=CNC2=CC(=C(C=C12)C1=CC=C(OCCNC(CCC(=O)O)=O)C=C1)Cl 4-((2-(4-(3-((allyloxy)carbonyl)-6-chloro-1H-indol-5-yl)phenoxy)ethyl)amino)-4-oxobutanoic acid